C1(CC1)NC(C1=CC(=CC=C1)CNC1=NC=C(C2=C1CCO2)C2=CC=NC=C2)=O N-Cyclopropyl-3-(((7-(pyridin-4-yl)-2,3-dihydrofuro[3,2-c]pyridin-4-yl)amino)methyl)benzamid